boric acid tributyl ester C(CCC)OB(OCCCC)OCCCC